[Si](C)(C)(C(C)(C)C)OC(CCCCl)(P(OCC)(OCC)=O)P(OCC)(OCC)=O tetraethyl (1-((tert-butyldimethylsilyl)oxy)-4-chlorobutane-1,1-diyl)bis(phosphonate)